Tert-Butyl 4-(5-bromo-1,3-benzoxazol-2-yl)-4-methylpiperidine-1-carboxylate BrC=1C=CC2=C(N=C(O2)C2(CCN(CC2)C(=O)OC(C)(C)C)C)C1